C(C)OC(CC(=O)N1[C@H](C(CCC1)C(=O)OC(C)(C)C)N)=O (R)-3-(3-Boc-aminopiperidin-1-yl)-3-oxopropanoic acid ethyl ester